5-benzyl-3-((2-fluorobenzyl)amino)-4H-benzo[e][1,2,4]thiadiazine 1,1-dioxide C(C1=CC=CC=C1)C1=CC=CC2=C1NC(=NS2(=O)=O)NCC2=C(C=CC=C2)F